C(C(O)C)(=O)[O-].C(C(O)C)(=O)[O-].O[Ti+2]O dihydroxytitanium bis(lactate)